ClC=1C=CC(=C(C1)C1=CC=CN2C1=NS(CC2)(=O)=O)F 9-(5-chloro-2-fluorophenyl)-3,4-dihydropyrido[2,1-c][1,2,4]thiadiazine 2,2-dioxide